methyl(diphenyl)borane CB(C1=CC=CC=C1)C1=CC=CC=C1